ethyl 2-(4-(3,4-difluorophenyl)-2-oxopyridin-1(2H)-yl)acetate FC=1C=C(C=CC1F)C1=CC(N(C=C1)CC(=O)OCC)=O